C(C)OC1=C(C=C(C(=C1)C=CC(=O)C1=C(C=C(C=C1)N(C)C)O)OCC)C=CC(=O)C1=C(C=C(C=C1)N(C)C)O 3,3'-(2,5-diethoxy-1,4-phenylene)bis[1-[4-(dimethylamino)-2-hydroxyphenyl]-2-propen-1-one]